SC(C(=O)OCC(COC(C(C)(C)S)=O)(COCC(COC(C(C)(C)S)=O)(COC(C(C)(C)S)=O)COC(C(C)(C)S)=O)COC(C(C)(C)S)=O)(C)C Dipentaerythritol Hexakis(2-Mercaptoisobutyrate)